1-((3-chloro-6-ethoxy-2-fluoro-4-hydroxybenzyl)amino)cyclopropane ClC=1C(=C(CNC2CC2)C(=CC1O)OCC)F